CIS-8-Dimethylamino-3-(2,2-dimethyl-3-morpholin-4-yl-3-oxo-propyl)-1-[(1-hydroxy-cyclobutyl)-methyl]-8-phenyl-1,3-diazaspiro[4.5]decan-2-one CN(C1(CCC2(CN(C(N2CC2(CCC2)O)=O)CC(C(=O)N2CCOCC2)(C)C)CC1)C1=CC=CC=C1)C